CN1CC=2N(CC1)C(=CN2)C#C[Si](C)(C)C 7-methyl-3-((trimethylsilyl)ethynyl)-5,6,7,8-tetrahydroimidazo[1,2-a]pyrazine